ethyl (3S)-1-(5-methoxy-3-pyridyl)piperidine-3-carboxylate COC=1C=C(C=NC1)N1C[C@H](CCC1)C(=O)OCC